1-(4-chlorophenoxy)-3,3-dimethyl-1-(1H-1,2,4-triazol-1-yl)-2-butanone ClC1=CC=C(OC(C(C(C)(C)C)=O)N2N=CN=C2)C=C1